O=C1NC(CCC1N1C(N(C2=C1C=CC(=C2)CC2(CCN(CC2)CC2CCC(CC2)NC(OC(C)(C)C)=O)OC)C)=O)=O tert-butyl N-[4-[[4-[[1-(2,6-dioxo-3-piperidyl)-3-methyl-2-oxo-benzimidazol-5-yl]methyl]-4-methoxy-1-piperidyl]methyl]cyclohexyl]carbamate